(S)-4-((((R)-4-((S)-4-acryloyl-2-methylpiperazin-1-yl)-7-(3-hydroxynaphthalen-1-yl)-5,6,7,8-tetrahydroquinazolin-2-yl)oxy)methyl)-3-methyloxazolidin-2-one C(C=C)(=O)N1C[C@@H](N(CC1)C1=NC(=NC=2C[C@@H](CCC12)C1=CC(=CC2=CC=CC=C12)O)OC[C@@H]1N(C(OC1)=O)C)C